ClC1=NC(=C(C(=C1C(=O)NC=1SC(=NN1)OCC12CC(C1)(C2)C(C)(C)O)C2=CC=NC=C2)OC)C 2-chloro-N-(5-((3-(2-hydroxypropan-2-yl)bicyclo(1.1.1)pentan-1-yl)methoxy)-1,3,4-thiadiazol-2-yl)-5-methoxy-6-methyl-(4,4-bipyridine)-3-carboxamide